iron (II) bis(dipropylphosphinate) C(CC)P([O-])(=O)CCC.C(CC)P([O-])(=O)CCC.[Fe+2]